Butyl 8-(6-(5-Bromo-1-methyl-2-oxo-1,2-dihydropyridin-3-ylamino)pyridin-3-yl)-3,8-diazabicyclo[3.2.1]octane-3-carboxylate BrC=1C=C(C(N(C1)C)=O)NC1=CC=C(C=N1)N1C2CN(CC1CC2)C(=O)OCCCC